(1R,3S)-N3-{[4-(5,6-Dimethoxypyridazin-3-yl)phenyl]methyl}-N1-methyl-N1-[6-(2,2,2-trifluoroethyl)thieno[2,3-d]pyrimidin-4-yl]cyclopentan-1,3-diamin COC=1C=C(N=NC1OC)C1=CC=C(C=C1)CN[C@@H]1C[C@@H](CC1)N(C=1C2=C(N=CN1)SC(=C2)CC(F)(F)F)C